3-((4-(5-chloro-3-methyl-2-(((6S)-6-methylmorpholin-2-yl)methyl)phenyl)pyrrolo[2,1-f][1,2,4]triazin-6-yl)methyl)-1-isopropylpyrimidine-2,4(1H,3H)-dione ClC=1C=C(C(=C(C1)C1=NC=NN2C1=CC(=C2)CN2C(N(C=CC2=O)C(C)C)=O)CC2CNC[C@@H](O2)C)C